C(C)C(CCCCC)C1=C(C=CC=C1)C(=C(C(=O)[O-])C#N)C1=CC=CC=C1 ethylhexyl-2-cyano-3,3-diphenylacrylate